C(C1=CC=CC=C1)OC=1C=2N(C=C(C1)NCC1=NC=CC=C1)N=CC2C#N 4-(benzyloxy)-6-((pyridin-2-ylmethyl)amino)pyrazolo[1,5-a]pyridine-3-carbonitrile